4-((4-(4-cyclopentyl-4H-1,2,4-triazol-3-yl)phenyl)amino)-1-(2,6-dichlorophenyl)-1H-pyrazole-3-carboxamide C1(CCCC1)N1C(=NN=C1)C1=CC=C(C=C1)NC=1C(=NN(C1)C1=C(C=CC=C1Cl)Cl)C(=O)N